1-ethoxyethylmethacrylate C(C)OC(C)OC(C(=C)C)=O